C(C)(C)(C)C1=C(N=C(S1)C1(CC(C1)NC1=NC=CC2=CC=C(C=C12)C)C(=O)N)C (5-tert-butyl-4-methyl-thiazol-2-yl)-3-[(7-methyl-1-isoquinolinyl)amino]cyclobutanecarboxamide